C(C1=CC=CC=C1)N1CC(OCC1)C1=NOC(=C1)C 4-benzyl-2-(5-methylisoxazol-3-yl)morpholine